1-{(2S,3R,4S,5R)-3,4,5-trihydroxytetrahydro-2H-pyran-2-yl}propane-2-one O[C@H]1[C@@H](OC[C@H]([C@@H]1O)O)CC(C)=O